C(C)(C)(C)OC(=O)N1C2CC(CC1CCC2)OC=2C=C1C(=NC=NC1=CC2OC)Cl.FC(C2(CC2)CCC(=O)N)(F)F 3-(1-(trifluoromethyl)cyclopropyl)propanamide tert-butyl-3-((4-chloro-7-methoxyquinazolin-6-yl)oxy)-9-azabicyclo[3.3.1]nonane-9-carboxylate